2-(5-[4-[4-(benzyloxy)-4-oxobutyl]piperidin-1-yl]-3-methyl-2-oxo-1,3-benzodiazol-1-yl)-4-carbamoylbutanoic acid C(C1=CC=CC=C1)OC(CCCC1CCN(CC1)C1=CC2=C(N(C(N2C)=O)C(C(=O)O)CCC(N)=O)C=C1)=O